n-propyl phosphorothioate P(OCCC)([O-])([O-])=S